4-((2S,5R)-2,5-dimethylpiperazin-1-yl)-5-(2-fluorophenyl)-7-(pyridin-2-yl)-7H-pyrrolo[2,3-d]pyrimidine C[C@@H]1N(C[C@H](NC1)C)C=1C2=C(N=CN1)N(C=C2C2=C(C=CC=C2)F)C2=NC=CC=C2